C(C1=CC=CC=C1)=C1CC2=CC=CC=C2C1 (E)-2-benzylidene-2,3-dihydro-1H-indene